tri-tungsten phenol C1(=CC=CC=C1)O.[W].[W].[W]